C(#N)N1CN(C=C1)C=C 1-cyano-3-vinylimidazole